C(C)OC(C[C@@H](CC#N)O)=O (R)-4-cyano-3-hydroxybutyric acid ethyl ester